C1(CC1)C=1C=C(C=NC1)C1=CNC2=C1N=C(N=C2C2=CC=NC=C2)N2CCOCC2 4-(7-(5-cyclopropylpyridin-3-yl)-4-(pyridin-4-yl)-5H-pyrrolo[3,2-d]pyrimidin-2-yl)morpholine